C(C)(=O)N1CCC2=CC(=CC=C12)C(CCN1CCC(CC1)C(C1=C(C=C(C=C1)F)F)=O)=O 1-(1-Acetylindolin-5-yl)-3-(4-(2,4-difluorobenzoyl)piperidin-1-yl)propan-1-one